C(C)C1=NC=CN=C1OC 2-ethyl-3-methoxy-pyrazine